OC(CCC=C)C=1C(=NN2C1CN(CC2)C(=O)OC(C)(C)C)C=C tert-Butyl 3-(1-hydroxypent-4-en-1-yl)-2-vinyl-6,7-dihydropyrazolo[1,5-a]pyrazine-5(4H)-carboxylate